C1CC12NCCC(C2)C=2C=CC=1N(C(C=C(N1)C=1C=CC=3N(N1)C=C(N3)Cl)=O)C2 7-(4-azaspiro[2.5]octan-7-yl)-2-(2-chloroimidazo[1,2-b]pyridazin-6-yl)pyrido[1,2-a]pyrimidin-4-one